C1(=CC=CC=C1)C1CC2(OCCO2)CC(P1C1=C(C=CC=C1C1=C(C=CC2=CC=CC=C12)OC)C1=C(C=CC2=CC=CC=C12)OC)C1=CC=CC=C1 1,4-dioxa-7,9-diphenyl-8-[2,6-bis(2-methoxynaphthalen-1-yl)phenyl]-8-phospha-spiro[4.5]decane